[Al].C(CCC)[Li] butyllithium aluminum